5-[(8-chloroisoquinolin-3-yl)amino]-3-[(2R)-1-(dimethylamino)propan-2-yl]oxypyrazine-2-carbonitrile ClC=1C=CC=C2C=C(N=CC12)NC=1N=C(C(=NC1)C#N)O[C@@H](CN(C)C)C